ethyl 1-(6-(4,4-difluorobutyl)-5-iodopyrazin-2-yl)piperidine-4-carboxylate FC(CCCC1=C(N=CC(=N1)N1CCC(CC1)C(=O)OCC)I)F